triacontyl glycolate C(CO)(=O)OCCCCCCCCCCCCCCCCCCCCCCCCCCCCCC